tert-butyl (1R,2S)-2-[1-(tert-butoxycarbonyl)-3-iodoindazol-6-yl]-5'-methoxy-2'-oxospiro[cyclopropane-1,3'-indole]-1'-carboxylate C(C)(C)(C)OC(=O)N1N=C(C2=CC=C(C=C12)[C@@H]1C[C@@]12C(N(C1=CC=C(C=C21)OC)C(=O)OC(C)(C)C)=O)I